C(N)(=O)C1=CC=C(C=C1)C=1C=NN2C1C=C(C=C2)C(=O)N(C)C=2C=CC(=C(C(=O)OC)C2)Cl Methyl 5-(3-(4-carbamoylphenyl)-N-methylpyrazolo[1,5-a]pyridine-5-carboxamido)-2-chlorobenzoate